1-methyl-5-(4,4,5,5-tetramethyl-1,3,2-dioxaborolan-2-yl)-4-(trifluoromethyl)pyrazole CN1N=CC(=C1B1OC(C(O1)(C)C)(C)C)C(F)(F)F